C(C(C)C)N(C(CCl)=O)CC(C)C N,N-diisobutyl-2-chloroacetamide